[4-({[4-fluoro-3-(1-methanesulfonylpiperazin-2-yl)-1-(thiophene-2-carbonyl)-1H-pyrazol-5-yl]oxy}methyl)phenyl]methanamine FC=1C(=NN(C1OCC1=CC=C(C=C1)CN)C(=O)C=1SC=CC1)C1N(CCNC1)S(=O)(=O)C